4-(((6-((2-((tert-butoxycarbonyl)amino)phenyl)carbamoyl)quinolin-2-yl)methyl)amino)-4-oxobutanoic acid C(C)(C)(C)OC(=O)NC1=C(C=CC=C1)NC(=O)C=1C=C2C=CC(=NC2=CC1)CNC(CCC(=O)O)=O